4-methyl-benzene-1-sulfonyl chloride CC1=CC=C(C=C1)S(=O)(=O)Cl